dimethyl-(2-methacryloyloxyethyl)(3-sulfonatopropyl)aminium C[N+](CCCS(=O)(=O)[O-])(CCOC(C(=C)C)=O)C